dihydro-3(s)-imino-2-ethyl-1,2,4-triazine methanesulfonate CS(=O)(=O)O.N=C1N(NC=CN1)CC